ClC=1C=CC(=C(C1)C1=NNC=C1C=1N=C2C=C(C=NC2=CC1)N1CCC(CC1)N(C)C)F 1-[6-[3-(5-chloro-2-fluoro-phenyl)-1H-pyrazol-4-yl]-1,5-naphthyridin-3-yl]-N,N-dimethyl-piperidin-4-amine